C(C)OC(=O)C1CN(CCC1)C(=O)C=1C(N(C(N(N1)C1=CC(=C(C=C1)C)C)=O)CC1=CC=CC=C1)=O 1-(4-benzyl-2-(3,4-dimethylphenyl)-3,5-dioxo-2,3,4,5-tetrahydro-1,2,4-triazine-6-carbonyl)piperidine-3-carboxylic acid ethyl ester